ClC1=C(C=2N=C(N=C(C2C=N1)O)O)F 7-chloro-8-fluoropyridino[4,3-d]pyrimidin-2,4-diol